1,3-bis(fluorosulfonyl)benzene FS(=O)(=O)C1=CC(=CC=C1)S(=O)(=O)F